((2s)-1-(2-(3-((2-ethylhexyl)oxy)-5-pentadecylphenoxy)ethyl)pyrrolidin-2-yl)methanol C(C)C(COC=1C=C(OCCN2[C@@H](CCC2)CO)C=C(C1)CCCCCCCCCCCCCCC)CCCC